triethylmethylammonium 2-ethylhexanoate salt C(C)C(C(=O)[O-])CCCC.C(C)[N+](C)(CC)CC